6-(4-(1-(tert-butyl)-3-(4-chloro-3-fluorophenyl)-1H-pyrrolo[2,3-b]pyridine-6-carbonyl)-3,3-dimethylpiperazin-1-yl)-2,4-dimethylnicotinic acid C(C)(C)(C)N1C=C(C=2C1=NC(=CC2)C(=O)N2C(CN(CC2)C2=NC(=C(C(=O)O)C(=C2)C)C)(C)C)C2=CC(=C(C=C2)Cl)F